C1(=CC=C(C=C1)CN1CCNCC1)C1=CC=CC=C1 1-(Biphenyl-4-ylmethyl)piperazine